BrC=1C=C(C=NC1)C(C)OC=1C=C(C(=O)OC)C=CC1C methyl 3-[1-(5-bromopyridin-3-yl)ethoxy]-4-methylbenzoate